(S)-3-(4-{[6-fluoro-7-(8-methyl-2,3-dihydro-1H-pyrido[2,3-b][1,4]oxazin-7-yl)quinazolin-2-yl]amino}phenyl)-1-methylpyrrolidin-2-one FC=1C=C2C=NC(=NC2=CC1C1=C(C2=C(OCCN2)N=C1)C)NC1=CC=C(C=C1)[C@H]1C(N(CC1)C)=O